NC([C@H](CCC(=O)O)N1CC=2C(C1=O)=CSC2COC2=CC=C(C=C2)CN2CCOCC2)=O (S)-5-amino-4-(1-((4-(morpholinomethyl)phenoxy)methyl)-4-oxo-4H-thieno[3,4-c]pyrrol-5(6H)-yl)-5-oxopentanoic acid